C(C)(C)(C)OC(=O)N1[C@@H](C[C@H](CC1)NC1=C(C(=NC2=C(C(=C(C=C12)Cl)C1=C(C(=CC=C1)C)C(F)(F)F)F)Cl)C(=O)OCC)CC#N ethyl 4-(((2S,4S)-1-(tert-butoxycarbonyl)-2-(cyanomethyl)piperidin-4-yl)amino)-2,6-dichloro-8-fluoro-7-(3-methyl-2-(trifluoromethyl)phenyl)quinoline-3-carboxylate